C(C)N(C1=CC(=CC=C1)C)CCN N-ethyl-N-aminoethyl-m-toluidine